Z-leucine N[C@@H](CC(C)C)C(=O)O